ClC1=C(C=CC=C1)N1C=2N(C3=C(C1=O)C=NC(=N3)SC)CCN2 6-(2-chlorophenyl)-2-(methylthio)-8,9-dihydroimidazo[1,2-a]pyrimido[5,4-e]pyrimidin-5(6H)-one